C(C=C)N1N(C2=NC(=NC=C2C1=O)SC)C1=NN(C(C=C1)=O)C 2-allyl-1-(1-methyl-6-oxo-1,6-dihydropyridazin-3-yl)-6-(methylsulfanyl)-1,2-dihydro-3H-pyrazolo[3,4-d]pyrimidin-3-one